OC1=C(C(=O)[C@H]2[C@@H](CC(=C[C@@H]2C=2C(=C3C(C4(C(OC3=CC2O)(C2=C(O4)C=C(C=C2)O)O)CC=C(C)C)=O)O)C)C2=C(C=C(C=C2)O)O)C=CC(=C1)O 2-[(1S,5R,6S)-6-(2,4-dihydroxybenzoyl)-5-(2,4-dihydroxyphenyl)-3-methylcyclohex-2-en-1-yl]-1,3,5a,8-tetrahydroxy-10a-(3-methylbut-2-enyl)-[1]benzofuro[3,2-b]chromen-11-one